7H-pyrano[2,3-d]pyrimidin-7-one N1=CN=CC2=C1OC(C=C2)=O